N-(2-(3-aminopropoxy)ethyl)-2-ethyl-4-((3-(1-(2-fluoroethyl)-3-(trifluoromethyl)-1H-pyrazol-4-yl)imidazo[1,2-a]pyrazin-8-yl)amino)benzamide NCCCOCCNC(C1=C(C=C(C=C1)NC=1C=2N(C=CN1)C(=CN2)C=2C(=NN(C2)CCF)C(F)(F)F)CC)=O